Ethyl 2-((2-((2-(4-(trifluoromethoxy)phenyl)-1H-benzo[d]imidazol-1-yl)methyl)benzyl)oxy)benzoate FC(OC1=CC=C(C=C1)C1=NC2=C(N1CC1=C(COC3=C(C(=O)OCC)C=CC=C3)C=CC=C1)C=CC=C2)(F)F